C(C)N1C([NH+](C=C1)C)=O 1-ethyl-3-methylimidazoliumOne